CN(C(=O)C1=CC=C(C=C1)C=1C=CC(=NC1)NC=1C=CC(=NC1)CNC(=O)C=1C=C(C=CC1)NC(OC(C)(C)C)=O)C tert-butyl (3-(((5-((5-(4-(dimethylcarbamoyl)phenyl)pyridin-2-yl)amino)pyridin-2-yl)methyl)carbamoyl)phenyl)carbamate